3-bromo-5-methylbenzo[b]thiophene BrC=1C2=C(SC1)C=CC(=C2)C